bis(5,8,12,15-tetraoxanonadecan-10-yl)-phosphoric acid CCCCOCCOCC(COCCOCCCC)OP(OC(COCCOCCCC)COCCOCCCC)(O)=O